ClC=1C(N(C(=CC1[C@@H]1[C@H](C1)C1=CC=C(C=C1)F)C)C1=CC(=NC=C1C)C=1C(=C(C(=O)N)C=CC1)F)=O 3-[4-[3-chloro-4-[(1S,2S)-2-(4-fluorophenyl)cyclopropyl]-6-methyl-2-oxo-1-pyridyl]-5-methyl-2-pyridyl]-2-fluoro-benzamide